4-bromo-1-(4-cyanophenyl)-5-phenyl-1H-pyrazole BrC=1C=NN(C1C1=CC=CC=C1)C1=CC=C(C=C1)C#N